CC1=C(C=C(C(=O)NC=2C=NC=C(C2)C(F)(F)F)C=C1)[C@H]1CN(CC1)C1=CN=CN1C (S)-4-methyl-3-(1-(1-methyl-1H-imidazol-5-yl)pyrrolidin-3-yl)-N-(5-(trifluoromethyl)pyridin-3-yl)benzamide